[Br-].C1=C(C=CC=2C3=CC=CC=C3CC12)N1C[NH+](C=C1)CCCCCCCC 1-(9H-fluoren-2-yl)-3-octyl-2H-imidazol-3-ium bromide